FC1=CC(=CC2=C1S(C(=C2C)C)(=O)=O)C=2C=1N(C(=NC2)NCC2=C(C=CC3=C2CCO3)F)C=NN1 7-fluoro-5-(5-(((5-fluoro-2,3-dihydrobenzofuran-4-yl)methyl)amino)-[1,2,4]triazolo[4,3-c]pyrimidin-8-yl)-2,3-dimethylbenzo[b]thiophene-1,1-dioxide